CC1=C(C=CC(=C1)C)C1=NC(=NC(=N1)C1=C(C=CC=C1)O)C1=C(C=C(C=C1)O)O 4-[4-(2,4-dimethylphenyl)-6-(2-hydroxyphenyl)-1,3,5-triazin-2-yl]benzene-1,3-diol